7-(4-fluorophenyl)heptanamid FC1=CC=C(C=C1)CCCCCCC(=O)N